N-(2-(1H-indol-3-yl)ethyl)-4-oxo-3-(phenylamino)-3,4-dihydroquinazoline-2-carboxamide N1C=C(C2=CC=CC=C12)CCNC(=O)C1=NC2=CC=CC=C2C(N1NC1=CC=CC=C1)=O